CNCCC(OCC=1C=C(C=CC1)N1C(CCCCC1)=O)C=1SC=CC1 1-(3-((3-(Methylamino)-1-(thiophen-2-yl)propoxy)methyl)phenyl)azepan-2-one